ClC1=C(C(N(C(N1CC#CC1=CC(=CC=C1)O)=O)C)=O)NC(CCCC1=CC=CC=C1)=O N-(6-chloro-1-(3-(3-hydroxyphenyl)prop-2-yn-1-yl)-3-methyl-2,4-dioxo-1,2,3,4-tetrahydropyrimidin-5-yl)-4-phenylbutanamide